C(C)N1CCN(CC1)C1=C(C=C(C=C1)C(=O)N1CCC(CC1)C1=CC=C(C=C1)OC=1N=NC(=CC1)C(F)(F)F)NS(=O)(=O)CC1=CC=C(C=C1)C N-(2-(4-ethylpiperazin-1-yl)-5-(4-(4-((6-(trifluoromethyl)pyridazin-3-yl)oxy)phenyl)piperidine-1-carbonyl)phenyl)-1-(p-tolyl)methanesulfonamide